2-(4-chloro-2-methylphenoxy)-acetic acid 2-[(2-methoxyphenyl)methylene]hydrazide COC1=C(C=CC=C1)C=NNC(COC1=C(C=C(C=C1)Cl)C)=O